3-bromo-N-(3-(4-(methylcarbamoyl)-3-(trifluoromethyl)phenyl)-6-oxopyridazin-1(6H)-yl)quinoline-6-carboxamide BrC=1C=NC2=CC=C(C=C2C1)C(=O)NN1N=C(C=CC1=O)C1=CC(=C(C=C1)C(NC)=O)C(F)(F)F